FC1=C(C(=CC(=C1F)F)F)[B-](C1=C(C(=C(C=C1F)F)F)F)(C1=C(C(=C(C=C1F)F)F)F)C1=C(C(=C(C=C1F)F)F)F.C(CCC)[NH+](CCCC)CCCC tri(n-butyl)ammonium tetrakis-(2,3,4,6-tetrafluorophenyl)borate